3-(2-(2-Aminopyridin-3-yl)-3-(4-(chloromethyl)phenyl)-3H-imidazo[4,5-b]pyridin-5-yl)picolinonitrile NC1=NC=CC=C1C1=NC=2C(=NC(=CC2)C=2C(=NC=CC2)C#N)N1C1=CC=C(C=C1)CCl